6-(methoxymethyl)-2,2-dimethyl-piperazine COCC1CNCC(N1)(C)C